tert-butyl 2-chloro-4-((2R,5S)-5-(cyanomethyl)-2-(2-hydroxyethyl)-4-(4-methoxybenzyl) piperazin-1-yl)-5,6-dihydropyrido[3,4-d]pyrimidine-7(8H)-carboxylate ClC=1N=C(C2=C(N1)CN(CC2)C(=O)OC(C)(C)C)N2[C@@H](CN([C@H](C2)CC#N)CC2=CC=C(C=C2)OC)CCO